F[B-](F)(F)F.C[NH2+]C N-Methylmethylammonium tetrafluoroborate